[3-(1-{[(S)-[(3R)-7-fluoro-1,2,3,4-tetrahydro-1,5-naphthyridin-3-yl](phenyl)methyl]amino}propan-2-yl)phenyl]acetic acid FC1=CN=C2C[C@H](CNC2=C1)[C@@H](C1=CC=CC=C1)NCC(C)C=1C=C(C=CC1)CC(=O)O